NC1=NC=CC(=C1)S(=O)(=O)NC=1SC(=C(N1)C1=C(C=CC=C1C)C)C1=CC(=CC(=C1)F)OCCC(C)(C)C 2-Amino-N-(5-(3-(3,3-dimethylbutoxy)-5-fluorophenyl)-4-(2,6-dimethylphenyl)thiazol-2-yl)pyridine-4-sulfonamide